N-(3-fluoro-4-(4-methylpiperazin-1-yl)phenyl)-4-hydroxy-1-isobutyl-2-oxo-1,2-dihydroquinoline-3-carboxamide hydrochloride Cl.FC=1C=C(C=CC1N1CCN(CC1)C)NC(=O)C=1C(N(C2=CC=CC=C2C1O)CC(C)C)=O